C(#N)C1=CC(=C(C=C1)COC1=CC=C(C(=N1)C1=C(C=C(C=C1)CC(=O)O)F)F)F 2-[4-[6-[(4-cyano-2-fluoro-phenyl)methoxy]-3-fluoro-2-pyridinyl]-3-fluoro-phenyl]Acetic acid